3-(3,5-dicyano-4-ethyl-6-(4-methyl-1,4-diazepan-1-yl)pyridin-2-yl)-2-(4-(methylamino)phenyl)propanamide C(#N)C=1C(=NC(=C(C1CC)C#N)N1CCN(CCC1)C)CC(C(=O)N)C1=CC=C(C=C1)NC